C(CC=C)OC=1C=2N(C=C(N1)C1=CC(=NC=C1C1CC1)C(C)NCC)C=CN2 1-(4-(8-(but-3-en-1-yloxy)imidazo[1,2-a]pyrazin-6-yl)-5-cyclopropylpyridin-2-yl)-N-ethylethan-1-amine